Acryl-Ethylacrylat C(=O)(C=C)C=C(C(=O)[O-])CC